(E)-3-(3,4-dihydroxyphenyl)-N-((1-(4-methoxybenzyl)-1H-1,2,3-triazol-4-yl)methyl)acrylamide OC=1C=C(C=CC1O)/C=C/C(=O)NCC=1N=NN(C1)CC1=CC=C(C=C1)OC